(6aS,7aS,11aS)-N-[(2,4-Difluorophenyl)methyl]-1-hydroxy-2,13-dioxo-2,6a,7,7a,8,9,10,11,11a,13-decahydro-6H-pyrido[1',2':4,5]pyrazino[1,2-a]benzimidazole-3-carboxamide FC1=C(C=CC(=C1)F)CNC(=O)C=1C(C(=C2N(C[C@H]3N[C@@H]4[C@@H](N3C2=O)CCCC4)C1)O)=O